BrCOC1=C(C=CC=C1)OCBr bis(bromomethoxy)benzene